OCCC1CCN(CC1)NC(OC(C)(C)C)=O tert-butyl (4-(2-hydroxyethyl)piperidin-1-yl)carbamate